CN([C@@H]1CN(CC1)C(=O)OC(C)(C)C)C1=C2C=CC=NC2=C(C=C1)C(F)(F)F tert-butyl (S)-3-(methyl(8-(trifluoromethyl)quinolin-5-yl)amino)pyrrolidine-1-carboxylate